(3-(4-phenylpiperazin-1-yl)propyl)-1H-benzo[d]imidazole-6-carboxamide C1(=CC=CC=C1)N1CCN(CC1)CCCN1C=NC2=C1C=C(C=C2)C(=O)N